C(C)(C)(C)OC(NC=1C=2N(C=C(N1)C(NCC1=NC=CC=C1)=O)C1=C(N2)C=CC=C1)=O (3-((pyridine-2-ylmethyl)carbamoyl)benzo[4,5]imidazo[1,2-a]pyrazine-1-yl)carbamic acid tert-butyl ester